(2S,3R)-benzyl 3-(1,4-dimethyl-1H-benzo[d][1,2,3]triazol-5-yl)-3-(3-(hydroxymethyl)-4-methylphenyl)-2-methylpropanoate CN1N=NC2=C1C=CC(=C2C)[C@H]([C@@H](C(=O)OCC2=CC=CC=C2)C)C2=CC(=C(C=C2)C)CO